4-cyclopropyl-2-[(1S,4S,5R)-5-{[5-cyclopropyl-3-(2,6-dichlorophenyl)-1,2-oxazol-4-yl]methoxy}-2-azabicyclo[2.2.1]heptan-2-yl]-1,3-benzothiazole-6-carboxylic acid C1(CC1)C1=CC(=CC2=C1N=C(S2)N2[C@@H]1C[C@H]([C@H](C2)C1)OCC=1C(=NOC1C1CC1)C1=C(C=CC=C1Cl)Cl)C(=O)O